6-Bromo-2,4-dichloro-8,9-dihydrofuro[2,3-h]quinazoline BrC=1C=C2C(=NC(=NC2=C2C1OCC2)Cl)Cl